N-(1-(((S)-1-cyano-2-((S)-2-oxopiperidin-3-yl)ethyl)amino)-3-(2,2-difluorocyclopropyl)-1-oxopropan-2-yl)-4-methoxy-1H-indole-2-carboxamide C(#N)[C@H](C[C@H]1C(NCCC1)=O)NC(C(CC1C(C1)(F)F)NC(=O)C=1NC2=CC=CC(=C2C1)OC)=O